C(C)(C)(C)OC(=O)N1CCC(CC1)N1N=CC(=C1)B(O)O (1-(1-(tert-butoxycarbonyl)piperidin-4-yl)-1H-pyrazol-4-yl)boronic acid